ClC1=CC=C(C=C1)\C(=C(/CC)\C1=CC=CC=C1)\C1=CC=C(OCCN2CCN(CC2)CCN2CCN(CC2)C(=O)[O-])C=C1 (E)-4-(2-(4-(2-(4-(1-(4-chlorophenyl)-2-phenylbut-1-en-1-yl) phenoxy)ethyl)piperazin-1-yl)ethyl)piperazine-1-carboxylate